C(C=O)[NH3+] The molecule is an organic cation that is the conjugate acid of aminoacetaldehyde, arising from protonation of the amino group; major species at pH 7.3. It has a role as a Saccharomyces cerevisiae metabolite. It is an ammonium ion derivative, an organic cation and an omega-ammonioaldehyde. It is a conjugate acid of a 2-aminoacetaldehyde.